(5'S,7a'R)-5'-(3,5-difluorophenyl)-1-[3-fluoro-2-(trifluoro-methyl)pyridine-4-carbonyl]tetrahydro-3'H-spiro[piperidine-4,2'-pyrrolo[2,1-b][1,3]oxazol]-3'-one FC=1C=C(C=C(C1)F)[C@@H]1CC[C@H]2OC3(C(N21)=O)CCN(CC3)C(=O)C3=C(C(=NC=C3)C(F)(F)F)F